NCC1=CC=C(C=C1)NC1=C(C=C(C=C1)N1CCC(CC1)C(C)(C)OC)C N-(4-(aminomethyl)phenyl)-4-(4-(2-methoxypropane-2-yl)piperidin-1-yl)-2-methylaniline